3-ethyloxetane-3-carboxylic acid C(C)C1(COC1)C(=O)O